CN1C([C@H]2N(C[C@@H](NC3=CC=CC(C4=CC=CC5=NN(C(CCC1)=C45)C)=N3)C2)C(=O)OC(C)(C)C)=O tert-butyl (8S,11S)-13,18-dimethyl-12-oxo-7,10,13,18,19,26-hexazapentacyclo[15.6.1.12,6.18,11.020,24]hexacosa-1(23),2(26),3,5,17(24),19,21-heptaene-10-carboxylate